NC=1N=CC2=C(N1)C(=CN2)C=2C=C(C=CC2)C#CC(C)(O)C2=NC=CN=C2 4-(3-(2-amino-5H-pyrrolo[3,2-d]pyrimidin-7-yl)phenyl)-2-(pyrazin-2-yl)but-3-yn-2-ol